C[C@H]1C[C@@]2([C@H]3CC[C@@H]4[C@]5(CCC(=C5CC[C@]4([C@@]3(CC[C@H]2C(C1)(C)C)C)C)C(C)C)C)C The molecule is a triterpenoid that consists of hop-17(21)-ene carrying an additional methyl substituent at the 2beta-position. It derives from a hop-17(21)-ene.